N-((S)-(2-((S)-(((R)-tert-Butylsulfinyl)amino)(4,4-difluorocyclohexyl)methyl)-1H-benzo[d]imidazol-6-yl)(cyclopropyl)methyl)-2-(3,3-difluorocyclobutyl)acetamide C(C)(C)(C)[S@@](=O)N[C@H](C1=NC2=C(N1)C=C(C=C2)[C@@H](NC(CC2CC(C2)(F)F)=O)C2CC2)C2CCC(CC2)(F)F